FC1=CC=C(C=C1)C1=CC(=NN1C1=CC=C(C=C1)S(=O)(=O)C)C(F)(F)F 5-(4-fluorophenyl)-1-[4-(methylsulfonyl)phenyl]-3-(trifluoromethyl)-1H-pyrazole